BrC1=CC=C2[C@H](N(C(N(C2=C1)CC1=CC=C(C=C1)OC)=O)C(F)(F)F)C#CC1CC1 (R)-7-bromo-4-(cyclopropylethynyl)-1-(4-methoxybenzyl)-(trifluoromethyl)-3,4-dihydroquinazolin-2(1H)-one